3-Glycidoxypropyltrihydroxysilan C(C1CO1)OCCC[Si](O)(O)O